(E or Z)-3-(4-hydroxy-3-methoxybenzylidene)-7-methoxybenzofuran-2(3H)-one OC1=C(C=C(C=C2C(OC3=C2C=CC=C3OC)=O)C=C1)OC